N1(CCC12CCC2)CCCC(=O)NC=2C=C(C(=NC2)C)NC(=O)C=2C=NN1C2SC(=C1)C=1C=NN(C1)C N-(5-(4-(1-azaspiro[3.3]heptan-1-yl)butanamido)-2-methylpyridin-3-yl)-2-(1-methyl-1H-pyrazol-4-yl)pyrazolo[5,1-b]thiazole-7-carboxamide